7-methyl-2H-benzo[d][1,3]oxazine-2,4(1H)-dione CC=1C=CC2=C(NC(OC2=O)=O)C1